[3-(benzyloxycarbonylamino) propyl-(1-methylpyrazol-4-yl) sulfamoyl]Tert-butyl carbamate C(N)(OC(CS(N(C=1C=NN(C1)C)CCCNC(=O)OCC1=CC=CC=C1)(=O)=O)(C)C)=O